NC=1SC2=C(C1C#N)C(=CC=C2F)C=2C1=C(C=3C(=NC(=NC3C2F)C)N2[C@H]3CN[C@@H](C2)C3)COC1 2-Amino-4-[1-[(1R,4R)-2,5-diazabicyclo[2.2.1]heptan-2-yl]-5-fluoro-3-methyl-7,9-dihydrofuro[3,4-f]quinazolin-6-yl]-7-fluoro-benzothiophene-3-carbonitrile